tert-butyl ((S)-1-((R)-2,3-dihydro-1H-inden-1-yl)pyrrolidin-3-yl)carbamate [C@H]1(CCC2=CC=CC=C12)N1C[C@H](CC1)NC(OC(C)(C)C)=O